3-(3-buten-1-yl)-3-(2-propen-1-yl)-2-pyrrolidone C(CC=C)C1(C(NCC1)=O)CC=C